3-chloro-N-(4-(hydroxymethyl)-1-(5-(7-(1-methyl-1H-pyrazol-4-yl)-1,6-naphthyridin-5-yl)pyridin-2-yl)piperidin-4-yl)-2-carbamoyl-pyridine ClC=1C(N(C=CC1)C1(CCN(CC1)C1=NC=C(C=C1)C1=C2C=CC=NC2=CC(=N1)C=1C=NN(C1)C)CO)C(N)=O